vinyl-3-methylimidazolium C(=C)C=1NC=C[N+]1C